C12(CC3CC(CC(C1)C3)C2)C2=CC=C(C=C2)NC(CCCCC#CC2=CC(=CC=C2)CN2C(=C(C3=C2N=CN(C3=N)C3CCC(CC3)O)C3=CC=CC=C3)C3=CC=CC=C3)=O N-(4-((3r,5r,7r)-adamantan-1-yl)phenyl)-7-(3-((3-((1r,4r)-4-hydroxycyclohexyl)-4-imino-5,6-diphenyl-3,4-dihydro-7H-pyrrolo[2,3-d]pyrimidin-7-yl)methyl)phenyl)hept-6-ynamide